sodium octadecanesulphonate C(CCCCCCCCCCCCCCCCC)S(=O)(=O)[O-].[Na+]